(E)-N-(4-(1-(4-(1-(7-(2-(2,6-dioxopiperidin-3-yl)-1-oxoisoindoline-4-yl)hept-6-yn-1-yl)piperidin-4-yl)benzoyl)piperidin-4-yl)butyl)-3-(pyridin-3-yl)acrylamide O=C1NC(CCC1N1C(C2=CC=CC(=C2C1)C#CCCCCCN1CCC(CC1)C1=CC=C(C(=O)N2CCC(CC2)CCCCNC(\C=C\C=2C=NC=CC2)=O)C=C1)=O)=O